(1S,2R,3S,5S)-2,3-dihydroxyl-N-meth-yl-4-(6-(((4-methylpyridin-2-yl)meth-yl)amino)-2-(pyridin-3-yl)-9H-purin-9-yl)bicyclo[3.1.0]hexane-1-formamide O[C@@H]1[C@@]2(C[C@@H]2C([C@@H]1O)N1C2=NC(=NC(=C2N=C1)NCC1=NC=CC(=C1)C)C=1C=NC=CC1)C(=O)NC